CN1C=C(CC1)C=1C=NC=CC1 3-(1-methyl-4,5-dihydro-1H-pyrrol-3-yl)pyridine